6-CHLOROMETHYLURACIL ClCC1=CC(NC(N1)=O)=O